5-bromo-6-chloro-N-(1-(2-(trifluoromethoxy)phenyl)ethyl)nicotinamide BrC=1C(=NC=C(C(=O)NC(C)C2=C(C=CC=C2)OC(F)(F)F)C1)Cl